BrC1=CC=C(OC[C@@H]2COCC(O2)(C(=O)N(C)C)C)C=C1 (6S)-6-((4-bromophenoxy)methyl)-N,N,2-trimethyl-1,4-dioxane-2-carboxamide